COC(=O)[C@H]1N(C[C@H](C1)OC1=CC(=CC=C1)C=1C2=C(N(N=C2C=CC1)C)CCCN1C(C2=CC=CC=C2C1=O)=O)C(=O)OC(C)(C)C (2S,4S)-4-[3-[3-[3-(1,3-dioxoisoindolin-2-yl)propyl]-2-methyl-indazol-4-yl]phenoxy]pyrrolidine-1,2-dicarboxylic acid O1-tert-butyl O2-methyl ester